bis(2-Hydroxyethyl)-methyl-dodecylammonium bis(trifluoromethanesulfonyl)imide [N-](S(=O)(=O)C(F)(F)F)S(=O)(=O)C(F)(F)F.OCC[N+](CCCCCCCCCCCC)(C)CCO